C(C)(C)(C1=C(C=CC=C1C1=CC=CC=C1)O)C1=C(C=CC=C1C1=CC=CC=C1)O isopropylidenebis(3-phenylphenol)